ClC1=C(C=2N=C(N=C(C2C(=N1)OC[C@H](CC)NC)O)SC)F 7-chloro-8-fluoro-5-[(2S)-2-(methylamino)butoxy]-2-methylsulfanyl-pyrido[4,3-d]pyrimidin-4-ol